tripropynylethylbenzene C(#CC)C1=C(C(=C(C=C1)CC)C#CC)C#CC